CC1=C(C=CC=C1C)N1N=CC2=NC=C(C=C21)OC([2H])([2H])[2H] (2,3-dimethylphenyl)-6-(methoxy-d3)-1H-pyrazolo[4,3-b]pyridine